C1=C(OC(=C1)C=O)CO Hydroxymethylfurfuraldehyde